C(=O)O.C1(CC1)[C@@H]1N(C2=CC(=CC=C2[C@@H]([C@H]1C)NC1=NC(=CC=C1)C)OC)C(C)=O |r| rac-1-((2S,3R,4R)-2-cyclopropyl-7-methoxy-3-methyl-4-((6-methylpyridin-2-yl)amino)-3,4-dihydroquinolin-1(2H)-yl)ethanone, formic acid salt